C(#N)C[C@H](CC(=O)OCC)O ethyl R-4-cyano-3-hydroxybutyrate